C(C)(C)(C)OC(=O)N1CCC(CC1)[C@@H](C)NS(=O)(=O)C1=C(C(=C(C=C1)NC(C1=C(C=CC=C1)C)=O)C)F.C(#C)C=1SC=C(N1)C(=O)NCCC1=CC=C(C=C1)C1=C2CNC(C2=CC=C1)=O 2-ethynyl-N-(4-(1-oxoisoindolin-4-yl)phenethyl)thiazole-4-carboxamide (R)-tert-butyl-4-(1-(2-fluoro-3-methyl-4-(2-methylbenzamido)phenylsulfonamido)ethyl)piperidine-1-carboxylate